tert-butyl (R)-5-allyl-3-benzoyl-5-(3-methoxy-3-oxopropyl)-4-oxotetrahydropyrimidine-1(2H)-carboxylate C(C=C)[C@]1(C(N(CN(C1)C(=O)OC(C)(C)C)C(C1=CC=CC=C1)=O)=O)CCC(=O)OC